COCCSCCNC(C)C N-[2-(2-methoxyethylsulfanyl)ethyl]propan-2-amine